BrC=1N=C(C(=NC1)NS(=O)(=O)C)NS(=O)(=O)C N,N'-(5-Bromopyrazine-2,3-diyl)dimethanesulfonamide